O=C1N(CCC(N1)=O)N1C(C2=CC=C(C=C2C1=O)CN1CCC(=CC1)C=1C2=C(N=C(N1)C)SC=C2)=O 2-(2,4-dioxotetrahydropyrimidin-1(2H)-yl)-5-((4-(2-methylthieno[2,3-d]pyrimidin-4-yl)-3,6-dihydropyridine-1(2H)-yl)methyl)isoindoline-1,3-dione